1-[1-(ethoxymethyl)cyclopropyl]-N-{[3-(4-{[(3S,4R)-3-fluoro-1-methylpiperidin-4-yl]amino}-1-(2,2,2-trifluoroethyl)-1H-indol-2-yl)-1,2,4-oxadiazol-5-yl]methyl}-1H-pyrrole-3-carboxamide C(C)OCC1(CC1)N1C=C(C=C1)C(=O)NCC1=NC(=NO1)C=1N(C2=CC=CC(=C2C1)N[C@H]1[C@H](CN(CC1)C)F)CC(F)(F)F